CC1([C@H]2CN([C@@H]([C@@H]12)C(=O)N[C@@H](C[C@H]1C(NCC1)=O)C(COC(F)(F)F)=O)C(=O)C=1N=C(SC1)C(F)(F)F)C (1r,2S,5S)-6,6-dimethyl-N-((S)-3-oxo-1-((S)-2-oxopyrrolidin-3-yl)-4-(trifluoromethoxy)butan-2-yl)-3-(2-(trifluoromethyl)thiazole-4-carbonyl)-3-azabicyclo[3.1.0]hexane-2-carboxamide